C1(=CC=C(C=C1)C(C)(C)C1=C(N(CC2CO2)CC2CO2)C=CC=C1)C(C)(C)C1=C(N(CC2CO2)CC2CO2)C=CC=C1 4'-[1,4-phenylenebis(dimethylmethylene)]bis(N,N-diglycidyl-aniline)